(Z)-3-((1H-pyrrolo[2,3-b]pyridin-5-yl)oxy)-5-(4-(3-(4-chlorophenyl)-2,5-dimethylhex-2-en-1-yl)piperazin-1-yl)pyridine-2-carboxylic acid methyl ester COC(=O)C1=NC=C(C=C1OC=1C=C2C(=NC1)NC=C2)N2CCN(CC2)C\C(=C(\CC(C)C)/C2=CC=C(C=C2)Cl)\C